Sulfinyldibenzene S(=O)(C1=CC=CC=C1)C1=CC=CC=C1